lithium distearate C(CCCCCCCCCCCCCCCCC)(=O)[O-].C(CCCCCCCCCCCCCCCCC)(=O)[O-].[Li+].[Li+]